C1(CC(C(CC1)C(C)C)COCC1CC(CCC1C(C)C)C)C 1-menthyl-methyl ether